FC1(C[C@H](N(C1)C(CN1C[C@H](CC1)NC1=CC=NC2=CC=CC=C12)=O)C#N)F (S)-4,4-difluoro-1-(2-((S)-3-(quinolin-4-ylamino)pyrrolidin-1-yl)acetyl)pyrrolidine-2-carbonitrile